N-(2-Chloro-3-(3',4-dichloro-5-formyl-6-methoxy-[2,4'-bipyridin]-2'-yl)phenyl)-5-(3-fluoropropyl)-1-methyl-4,5,6,7-tetrahydro-1H-imidazo[4,5-c]pyridine-2-carboxamide ClC1=C(C=CC=C1C1=NC=CC(=C1Cl)C1=NC(=C(C(=C1)Cl)C=O)OC)NC(=O)C=1N(C2=C(CN(CC2)CCCF)N1)C